1-(4-methoxyphenyl)-3-(4-isopropylphenyl)propan-1-one COC1=CC=C(C=C1)C(CCC1=CC=C(C=C1)C(C)C)=O